3-(chloromethyl)-5-(2-fluorophenyl)-4H-1,2,4-triazole ClCC1=NN=C(N1)C1=C(C=CC=C1)F